4-((2R,4S)-4-bromotetrahydro-2H-pyran-2-yl)-1-methyl-1H-pyrazole Br[C@@H]1C[C@@H](OCC1)C=1C=NN(C1)C